C1(CC1)C1=NC=C(C=N1)C=1C=C2C(=NC1)NC=C2C(=O)C=2C(=C(C=CC2F)NS(=O)(=O)N2C[C@@H](CC2)F)F (3R)-N-(3-[[5-(2-cyclopropyl-pyrimidin-5-yl)-1H-pyrrolo[2,3-b]pyridin-3-yl]carbonyl]-2,4-difluorophenyl)-3-fluoropyrrolidine-1-sulfonamide